CC1=C(C=CC=C1C1=CN=C(S1)C=1C=C(C=CC1)CO)C1=CC=CC=C1 3-(5-(2-methyl-[1,1'-biphenyl]-3-yl)thiazol-2-yl)phenylmethanol